NC[C@H]1C(N[C@H](C(NCCN([C@H](C(N([C@H](C(N[C@H](C(N1)=O)C1CCCCC1)=O)CC(C)C)C)=O)C)CCCCCC)=O)[C@H](C)O)=O (3S,6S,9S,12S,15S)-6-(Aminomethyl)-9-cyclohexyl-16-hexyl-3-((S)-1-hydroxyethyl)-12-isobutyl-13,15-dimethyl-1,4,7,10,13,16-hexaazacyclooctadecane-2,5,8,11,14-pentaone